1-((1R)-1-(5-(2-(2,2-Difluorocyclopropyl)-4-fluorophenyl)pyridin-2-yl)-2-hydroxyethyl)-3-(2-ethynylthiazol-4-yl)-1-methylurea FC1(C(C1)C1=C(C=CC(=C1)F)C=1C=CC(=NC1)[C@H](CO)N(C(=O)NC=1N=C(SC1)C#C)C)F